O=C1NN=C(O1)CCOC1=C(C=CC=C1)C1=C(C(=O)N)C=CC=C1 2-[2-(5-oxo-4,5-dihydro-[1,3,4]oxadiazol-2-yl)-ethoxy-phenyl]-benzamide